1-(2-fluoro-4-hydroxybenzyl)-3,4-dimethyl-2-oxo-N-(2,4,6-trifluorobenzyl)-1,2,3,4-tetrahydro-quinazoline-7-carboxamide FC1=C(CN2C(N(C(C3=CC=C(C=C23)C(=O)NCC2=C(C=C(C=C2F)F)F)C)C)=O)C=CC(=C1)O